C(CCCCCC)C(CCCCCCC)OC(CCCC(CCCC(=O)OC(CCCCCCC)CCCCCCC)N(CCC)S(=O)(=O)C1=CC=C(C=C1)[N+](=O)[O-])=O 5-[(4-Nitrophenyl)sulfonyl-propyl-amino]azelaic acid bis(1-heptyloctyl) ester